4-(2-((tert-butoxycarbonyl)amino)ethyl)phenylsulfonyl fluoride C(C)(C)(C)OC(=O)NCCC1=CC=C(C=C1)S(=O)(=O)F